N(=[N+]=[N-])C(C)(C)C1=CN=C(C2=CN=C(C=C12)Cl)O[C@@H]1C[C@@H](CC1)S(=O)(=O)C cis-4-(2-Azidopropan-2-yl)-6-chloro-1-((3-(methylsulfonyl)cyclopentyl)oxy)-2,7-naphthyridine